C(C)(C)OCC1=CC(=C(NC2=NC=C(C(=N2)NCCCN2C(CCCC2)=O)C(F)(F)F)C=C1)OC 1-[3-[[2-[4-(Isopropoxymethyl)-2-methoxy-anilino]-5-(trifluoromethyl)pyrimidin-4-yl]amino]propyl]piperidin-2-one